C(#N)C1=C(C=C(C=C1)N1CCC(CC1)C(=O)NC1=NC=C(C=C1)OC1CCN(CC1)CC1CCN(CC1)C1=C(C=C(C=C1)N[C@@H]1C(NC(CC1)=O)=O)F)C(F)(F)F (S)-1-(4-cyano-3-(trifluoromethyl)phenyl)-N-(5-((1-((1-(4-((2,6-dioxopiperidin-3-yl)amino)-2-fluorophenyl)piperidin-4-yl)methyl)piperidin-4-yl)oxy)pyridin-2-yl)piperidine-4-carboxamide